OC[C@H]1N(C[C@@H]([C@H]([C@@H]1O)O)O)C[C@@H]1CN(CCC1)C=1SC(=CN1)C(C)C (2R,3R,4R,5S)-2-(hydroxymethyl)-1-(((R)-1-(5-isopropylthiazol-2-yl)piperidin-3-yl)methyl)piperidine-3,4,5-triol